Cl.Cl.Cl.CN1N=CC(=C1)C1=CC=2N(N=C1)C(=CN2)N2CCNCC2 7-(1-methyl-1H-pyrazol-4-yl)-3-piperazin-1-ylimidazo[1,2-b]pyridazine trihydrochloride salt